FC(CN1C=NC(=C1C=1C=CC=2N(N1)C(=CN2)C(=O)NC)C2=CC=C(C=C2)F)F 6-(1-(2,2-difluoroethyl)-4-(4-fluorophenyl)-1H-imidazol-5-yl)-N-methyl-imidazo[1,2-b]pyridazine-3-carboxamide